7-fluoro-3-[[(2S)-oxetan-2-yl]methyl]benzimidazole-5-carboxylic acid methyl ester COC(=O)C1=CC2=C(N=CN2C[C@H]2OCC2)C(=C1)F